tert-butyl ((1R,3S)-3-(tritylamino)cyclopentyl)carbamate C(C1=CC=CC=C1)(C1=CC=CC=C1)(C1=CC=CC=C1)N[C@@H]1C[C@@H](CC1)NC(OC(C)(C)C)=O